BrC1=CN=C2N1C=C(C=C2C)NC 3-bromo-N,8-dimethyl-imidazo[1,2-a]pyridin-6-amine